C1N(CCC2=CC=CC=C12)[C@@H]1[C@H](CN(CC1)C(=O)C1=CC(=NC=C1OCC)NC1CCN(CC1)C(C)=O)O 1-(4-((4-((3S,4S)-4-(3,4-dihydroisoquinolin-2(1H)-yl)-3-hydroxypiperidine-1-carbonyl)-5-ethoxypyridin-2-yl)amino)piperidin-1-yl)ethan-1-one